2-[[4-[4-(2-Hydroxyethyl)-1-piperazinyl]-6-[[[4-(methylsulfonyl)phenyl]methyl]amino]-2-pyrimidinyl]amino]-4-methyl-5-thiazolecarboxylic acid ethyl ester C(C)OC(=O)C1=C(N=C(S1)NC1=NC(=CC(=N1)N1CCN(CC1)CCO)NCC1=CC=C(C=C1)S(=O)(=O)C)C